N-[4-[(6,7-dimethoxy-1,5-naphthyridin-4-yl)oxy]phenyl]-5-(5-fluoropyridin-2-yl)-4-hydroxy-2,6-dimethylpyridine-3-carboxamide COC=1N=C2C(=CC=NC2=CC1OC)OC1=CC=C(C=C1)NC(=O)C=1C(=NC(=C(C1O)C1=NC=C(C=C1)F)C)C